COC1=CC=C(C=C1)C(=O)OC anisic acid methyl ester